C(C)(C)C=1C=NN2C1C=C(C=C2)C2=NC(=NC=C2)NC2=CC=C(C=N2)N2C(CC(CC2)N(C(OC(C)(C)C)=O)C)=O tert-butyl N-[1-[6-[[4-(3-isopropylpyrazolo[1,5-a]pyridin-5-yl)pyrimidin-2-yl]amino]-3-pyridyl]-2-oxo-4-piperidyl]-N-methyl-carbamate